C(C)OC(=O)C=1O[C@]([C@H](C1I)OC)(C(F)(F)F)C (4r,5r)-3-iodo-4-methoxy-5-methyl-5-(trifluoromethyl)-4,5-dihydrofuran-2-carboxylic acid ethyl ester